O=C1NC(CCC1N1C(C2=CC=C(C=C2C1=O)N1CCN(CC1)CCCN1CCC(CC1)COC1=CC=C(C=C1)C(=O)C=1C2=C(SC1C1=CC=C(C=C1)F)C=C(C=C2)O)=O)=O 2-(2,6-dioxopiperidin-3-yl)-5-(4-(3-(4-((4-(2-(4-fluorophenyl)-6-hydroxybenzo[b]thiophene-3-carbonyl)phenoxy)methyl)piperidin-1-yl)propyl)piperazin-1-yl)isoindoline-1,3-dione